2'-deoxyguanosine hydrochloride Cl.[C@@H]1(C[C@H](O)[C@@H](CO)O1)N1C=NC=2C(=O)NC(N)=NC12